2-(2-Chloro-6-((R)-3-methylmorpholino)pyrimidin-4-yl)tetrahydrothiophene 1,1-dioxide ClC1=NC(=CC(=N1)C1S(CCC1)(=O)=O)N1[C@@H](COCC1)C